4-((6-aminopurin-7-yl)methyl)phenylboronic acid NC1=C2N(C=NC2=NC=N1)CC1=CC=C(C=C1)B(O)O